8-(4-(quinolin-3-yl)pyrimidin-2-yl)-3,8-diazabicyclo[3.2.1]octane-3-carboxylic acid tert-butyl ester C(C)(C)(C)OC(=O)N1CC2CCC(C1)N2C2=NC=CC(=N2)C=2C=NC1=CC=CC=C1C2